(E)-1,1,2,3-tetrafluoro-2-propene FC(/C(=C\F)/F)F